N,N'-di-sec-butylacetamidine C(C)(CC)NC(C)=NC(C)CC